NC1=NC=C(C2=C1C(=NN2C(C)C)C2=CC(=C(C=C2F)NS(=O)(=O)C2=C(C=CC(=C2)OCC)F)F)C2CCC(CC2)N N-(4-(4-amino-7-((1r,4r)-4-aminocyclohexyl)-1-isopropyl-1H-pyrazolo[4,3-c]pyridin-3-yl)-2,5-difluorophenyl)-5-ethoxy-2-fluorobenzenesulfonamide